1-((3S,4R)-4-(3-((4-amino-5-(5-chloro-6-methoxypyridin-2-yl)-7-methyl-7H-pyrrolo[2,3-d]pyrimidin-6-yl)ethynyl)azetidin-1-yl)-3-hydroxypiperidin-1-yl)prop-2-en-1-one NC=1C2=C(N=CN1)N(C(=C2C2=NC(=C(C=C2)Cl)OC)C#CC2CN(C2)[C@H]2[C@H](CN(CC2)C(C=C)=O)O)C